BrC=1C=NC=2N(C=3C=CC(=CC3OC2C1)Br)CCCCCN1[C@@H]2CO[C@H](C1)C2 6,12-dibromo-2-{5-[(1S,4S)-2-oxa-5-azabicyclo[2.2.1]heptan-5-yl]pentyl}-9-oxa-2,4-diazatricyclo[8.4.0.0^{3,8}]tetradeca-1(10),3(8),4,6,11,13-hexaene